COC(C=C)=O.O1C(C1)COC1=CC=C(C=C1)SSC1=CC=C(C=C1)OCC1OC1 1,2-bis(4-(oxiran-2-ylmethoxy)phenyl)disulfane Methyl-acrylat